C(C)(C)(C)OC(NC1CCN(CC1)C1=C(C=NC2=CC=C(C=C12)Br)Cl)=O [1-(6-bromo-3-chloro-quinolin-4-yl)-piperidin-4-yl]-carbamic acid tert-butyl ester